BrC=1C=C2C=NC(=NC2=CC1)N 6-bromoquinazolin-2-amine